C(C=CCCCCCCCCCCCC)=O 8Z-pentadecaenal